FC1=C(C=CC=C1OC)B1OC(C(O1)(C)C)(C)C (2-fluoro-3-methoxyphenyl)-4,4,5,5-tetramethyl-1,3,2-dioxaborolane